C(#N)CN1CC(CC1)C#N 1-(cyanomethyl)pyrrolidine-3-carbonitrile